C1(=C(C=CC=C1)SC=1N=CC(=NC1)N1CCC2([C@@H](C=3N(N=CC3)C2)N)CC1)C (S)-1-(5-(o-tolylthio)pyrazin-2-yl)-4'h,6'h-spiro[piperidine-4,5'-pyrrolo[1,2-b]pyrazol]-4'-amine